Cl.O=C1NC2=C(S(C3=C1C=CC=C3)(=O)=O)C=CC(=C2)C(=O)NCC2=CN=C(S2)C2=CC=C(C=C2)C(=O)N2CCNCC2 11-oxo-N-((2-(4-(piperazine-1-carbonyl)phenyl)thiazol-5-yl)methyl)-10,11-dihydrodibenzo[b,f][1,4]thiazepine-8-carboxamide 5,5-dioxide hydrochloride